2-(5-(1-(3,5-difluorophenyl)ethoxy)-1H-indazol-3-yl)-N,N-dimethyl-4,6-dihydropyrrolo[3,4-d]imidazole-5(1H)formamide FC=1C=C(C=C(C1)F)C(C)OC=1C=C2C(=NNC2=CC1)C1=NC2=C(N1)CN(C2)C(=O)N(C)C